(3-(4-Bromophenoxy)-6-methoxybenzo[b]thiophen-2-yl)(o-tolyl)methanone BrC1=CC=C(OC=2C3=C(SC2C(=O)C2=C(C=CC=C2)C)C=C(C=C3)OC)C=C1